(3R,4S)-3-ethynyl-3-hydroxy-1,4-dimethylpyrrolidin-2-one C(#C)[C@]1(C(N(C[C@@H]1C)C)=O)O